FC1=C(C=C(C=C1)N1C(=CC2=C1C=C1C=NN(C1=C2)C(C(C)(C)C)=O)COC)C [5-(4-fluoro-3-methyl-phenyl)-6-(methoxymethyl)pyrrolo[2,3-f]indazol-1-yl]-2,2-dimethyl-propan-1-one